4-[4-Cyano-3-hydroxy-6-(3-trifluoromethyl-benzyl)-pyridin-2-yl]-4-oxo-butyric acid C(#N)C1=C(C(=NC(=C1)CC1=CC(=CC=C1)C(F)(F)F)C(CCC(=O)O)=O)O